ClC1=NC=C(C(=C1)Cl)N 2,4-dichloro-5-aminopyridine